3-((chloro(diisopropylamino)phosphanyl-(phosphaneyl))oxy)propionitrile ClP(N(C(C)C)C(C)C)POCCC#N